1-(2-hydroxy-5-isopropylphenyl)ethan-1-one OC1=C(C=C(C=C1)C(C)C)C(C)=O